O1N=C(C2=C1C=CC=C2)C2=C(C=CC=C2)[C@H](CC2=NC(=CC=C2F)C)N[S@@](=O)C(C)(C)C (S)-N-{(S)-1-[2-(benzo[d]isoxazol-3-yl)phenyl]-2-(3-fluoro-6-methylpyridine-2-yl)ethyl}-2-methylpropane-2-sulfinamide